FC(C1=CC=C(C=C1)C(C(=O)OC)C)(F)F methyl 2-(4-(trifluoromethyl)phenyl)propanoate